[2-(2-methyl-indol-1-yl)-ethyl]-amine CC=1N(C2=CC=CC=C2C1)CCN